(E)-N-(4-((4-(pyridin-2-yl)-4-(2-(pyridin-2-yl)vinyl)piperidin-1-yl)methyl)phenyl)acetamide N1=C(C=CC=C1)C1(CCN(CC1)CC1=CC=C(C=C1)NC(C)=O)\C=C\C1=NC=CC=C1